C1(CC1)NC(=O)C=1C=C(C(=C(C1)C1=NC=C(C(=O)NCC2=C(C=C(C(=C2)F)F)F)C=C1)C)F 6-{5-[(cyclopropylamino)carbonyl]-3-fluoro-2-methylphenyl}-N-(2,4,5-trifluorobenzyl)nicotinamide